(6-(4-(tert-butoxycarbonyl)piperazin-1-yl)thieno[3,2-c]Pyridin-2-yl)boronic acid C(C)(C)(C)OC(=O)N1CCN(CC1)C1=CC2=C(C=N1)C=C(S2)B(O)O